CNC1(C=CC(=C2C=CC(NC)(C=C2)N)C=C1)N dimethyl-4,4'-diaminobenzidine